Cyclohexan (4-nitrophenyl)carbonate [N+](=O)([O-])C1=CC=C(C=C1)OC(O)=O.C1CCCCC1